C(C)(C)(C)OC(=O)N1CC(CCC1)(C)C=O tert-butyl-3-formyl-3-methylpiperidine-1-carboxylate